5-bromo-3-fluoro-2-(2,2,2-trifluoroethoxy)pyridine BrC=1C=C(C(=NC1)OCC(F)(F)F)F